COC1=CC(=NN1)NC1=NC(=CN=C1)O[C@@H](C)C=1N=NC=CC1 (S)-N-(5-methoxy-1H-pyrazol-3-yl)-6-(1-(pyridazin-3-yl)ethoxy)pyrazin-2-amine